C(C)OC=1C=C2C=CC(=CC2=CC1)CC=O 6-ethoxy-2-naphthaleneethanone